N-{[4-(1-methyl-1H-pyrazol-4-yl)phenyl]methyl}pyrimidin CN1N=CC(=C1)C1=CC=C(C=C1)CN1CN=CC=C1